cyclohexanediamine tetraacetic acid salt C(C)(=O)O.C(C)(=O)O.C(C)(=O)O.C(C)(=O)O.C1(CCCCC1)(N)N